COC=1C=C(C=CC1O)C(C)(C)C1=CC(=CC(=C1)C(C)(C)C1=CC(=C(C=C1)O)OC)C(C)(C)C1=CC(=C(C=C1)O)OC α,α',α''-tris(3-methoxy-4-hydroxyphenyl)1,3,5-triisopropylbenzene